6-O-(L-isoleucyl)-N-butyryl-glucosamine hydrochloride Cl.N[C@@H]([C@@H](C)CC)C(=O)OC[C@@H]1[C@H]([C@@H]([C@H](C(O)O1)NC(CCC)=O)O)O